N-((S)-(7-((R*)-Cyclopropyl(2-((S*)-2,2-difluorocyclopropyl)acetamido)methyl)imidazo[1,2-b]pyridazin-2-yl)(4,4-difluorocyclohexyl)methyl)-1-isopropyl-1H-pyrazole-5-carboxamide C1(CC1)[C@H](C1=CC=2N(N=C1)C=C(N2)[C@@H](NC(=O)C2=CC=NN2C(C)C)C2CCC(CC2)(F)F)NC(C[C@@H]2C(C2)(F)F)=O |o1:3,36|